(Z)-1-(3-hydroxy-2-(hydroxymethyl) propyl) 9-(non-2-en-1-yl) azelate C(CCCCCCCC(=O)OCC=CCCCCCC)(=O)OCC(CO)CO